C(C)(C)(C)OC(CC1(CCC2(CC3=CC=C(C=C3C2)N)CC1)O)=O 2-(5'-amino-4-hydroxy-1',3'-dihydrospiro[cyclohexane-1,2'-indene]-4-yl)acetic acid tert-butyl ester